ClC1=CC=C(C=C1)CC1C(N(C2CC2C1)C=1N(N=C(C1)C1=CC=NC=C1)COCC[Si](C)(C)C)=O 4-[(4-Chlorophenyl)methyl]-2-[5-(4-pyridyl)-2-(2-trimethylsilylethoxymethyl)-pyrazol-3-yl]-2-azabicyclo[4.1.0]heptan-3-one